(4-((5-(difluoromethyl)-3-ethyl-2,4-dioxo-1,2,3,4-tetrahydroquinazolin-7-yl)methyl)piperazin-1-yl)-N,6-dimethylpyridineamide FC(C1=C2C(N(C(NC2=CC(=C1)CN1CCN(CC1)C=1C(=NC(=CC1)C)C(=O)NC)=O)CC)=O)F